C(C)(C)N1N=C(C=C1)C1=C(C2=C(N=C(N=C2O)C2=NC=CC=C2)S1)C 6-(1-isopropyl-1H-pyrazol-3-yl)-5-methyl-2-(pyridin-2-yl)thieno[2,3-d]pyrimidin-4-ol